tert-butyl (3-((5-amino-2-(2H-1,2,3-triazol-2-yl)pyridin-4-yl)amino)-2-hydroxycyclohexyl)carbamate NC=1C(=CC(=NC1)N1N=CC=N1)NC1C(C(CCC1)NC(OC(C)(C)C)=O)O